2-Amino-3-(2,2-dimethoxyethoxy)-5-methoxybenzoic acid methyl ester COC(C1=C(C(=CC(=C1)OC)OCC(OC)OC)N)=O